[1,4'-bipiperidine]-1'-yl-(3-(2-(dimethylamino)ethyl)-5-methoxy-1H-indol-1-yl)methanone tert-butyl-(2S,3R)-3-ethyl-2-(hydroxymethyl)azetidine-1-carboxylate C(C)(C)(C)OC(=O)N1[C@@H]([C@@H](C1)CC)CO.N1(CCCCC1)C1CCN(CC1)C(=O)N1C=C(C2=CC(=CC=C12)OC)CCN(C)C